tropan [C@H]12CCC[C@H](CC1)N2C